N-methyl-N-((4-(methylsulfonyl)morpholin-2-yl)methyl)-6-(6-oxa-9-azaspiro[4.5]decan-9-yl)-2-(trifluoromethyl)pyrimidin-4-amine CN(C1=NC(=NC(=C1)N1CCOC2(CCCC2)C1)C(F)(F)F)CC1CN(CCO1)S(=O)(=O)C